(2R)-2-(6-{5-chloro-2-[(oxacyclohex-4-yl)amino]pyrimidin-4-yl}-1-oxo-2,3-dihydro-1H-isoindol-2-yl)-3-hydroxy-N-[(1S,2S)-2-hydroxy-1-phenylpropyl]propionamide ClC=1C(=NC(=NC1)NC1CCOCC1)C1=CC=C2CN(C(C2=C1)=O)[C@@H](C(=O)N[C@H]([C@H](C)O)C1=CC=CC=C1)CO